Neodymium titanium [Ti].[Nd]